C(CCC)[C@@H]1CCC[C@@H](O1)C=1C=C2CN(C(C2=CC1)=O)C1C(NC(CC1)=O)=O 3-(5-((2R,6R)-6-butyltetrahydro-2H-pyran-2-yl)-1-oxoisoindolin-2-yl)piperidine-2,6-dione